CC1(CCC(CC1)NC1=NN2C(C(=N1)OC)=C(C(=C2)F)C=2C=C(C=1N(C2)C(=CN1)C(=O)NC)F)C 6-(2-((4,4-dimethylcyclohexyl)amino)-6-fluoro-4-methoxypyrrolo[2,1-f][1,2,4]triazin-5-yl)-8-fluoro-N-methylimidazo[1,2-a]pyridine-3-carboxamide